QUINOLIN-4-ONE N1=CCC(C2=CC=CC=C12)=O